C(O)(O)=O.CC(CO)CCCCCCO 2-methyl-1,8-octanediol carbonate